C(C)O[Si](OCC)(OCC)CCCSSSSCCC[Si](OCC)(OCC)OCC bis-[r-(triethoxysilyl) propyl] tetrasulfide